3-(5-(2-(3-Methylisothiazol-5-yl)acetamido)-1H-pyrazol-3-yl)cyclopentylbicyclo[1.1.1]pentan-1-ylamino Formate C(=O)ON(C12CC(C1)C2)C2CC(CC2)C2=NNC(=C2)NC(CC2=CC(=NS2)C)=O